C(N)(O)=O.C(C)(C)(C)C1C(C(C1(C)C)O)(C)C Tert-butyl-((1r,3r)-3-hydroxy-2,2,4,4-tetramethylcyclobutane) carbamate